methyl-N-(p-toluenesulfonyl)alanine CN([C@@H](C)C(=O)O)S(=O)(=O)C1=CC=C(C)C=C1